C[C@H]1N(C[C@@H]2N(C1=O)CCNC2)C(=O)OCC2=CC=CC=C2 |r| benzyl (3R/S,9aR/S)-3-methyl-4-oxooctahydro-2H-pyrazino[1,2-a]pyrazine-2-carboxylate